Ethyl 1-cyclopropyl-3-(difluoromethyl)-1H-pyrazole-carboxylate C1(CC1)N1NC(C=C1)(C(=O)OCC)C(F)F